ClC1=CNC2=C(C=CC=C12)NS(=O)(=O)C=1C=NN(C1)CCO N-(3-chloro-1H-indol-7-yl)-1-(2-hydroxyethyl)pyrazole-4-sulfonamide